rac-ethyl trans-2-(3-bromophenyl)cyclopropane-1-carboxylate BrC=1C=C(C=CC1)[C@H]1[C@@H](C1)C(=O)OCC |r|